2-[[(4-chloro-3-methyl-2-pyridyl)methyl]sulfinyl]-1H-benzimidazole ClC1=C(C(=NC=C1)CS(=O)C1=NC2=C(N1)C=CC=C2)C